N-[(3,5-difluoropyridin-2-yl)methyl]-1,3-thiazole-5-carboxamide FC=1C(=NC=C(C1)F)CNC(=O)C1=CN=CS1